FC1=C(C=CC(=C1)[N+](=O)[O-])N1CCC(CC1)CC(=O)OCC ethyl 2-[1-(2-fluoro-4-nitro-phenyl)-4-piperidyl]acetate